3-((3-(4-Acrylamidobut-1-yn-1-yl)phenyl)amino)-6-ethyl-5-((tetrahydro-2H-pyran-4-yl)amino)pyrazine-2-carboxamide C(C=C)(=O)NCCC#CC=1C=C(C=CC1)NC=1C(=NC(=C(N1)NC1CCOCC1)CC)C(=O)N